4-(1-(4-isopropoxyphenyl)-2-phenylbut-1-en-1-yl)phenol C(C)(C)OC1=CC=C(C=C1)C(=C(CC)C1=CC=CC=C1)C1=CC=C(C=C1)O